(4-((3-(3-bromo-7-((3-fluoropiperidin-4-yl)amino)benzo[b]thiophen-2-yl)prop-2-yn-1-yl)amino)-3-methoxyphenyl)dimethylphosphine oxide BrC=1C2=C(SC1C#CCNC1=C(C=C(C=C1)P(C)(C)=O)OC)C(=CC=C2)NC2C(CNCC2)F